hexantriol CCCCCC(O)(O)O